1-[(2R)-4-[4-amino-3-iodopyrazolo[3,4-d]pyrimidin-1-yl]-2-(methoxymethyl)pyrrolidin-1-yl]prop-2-en-1-one NC1=C2C(=NC=N1)N(N=C2I)C2C[C@@H](N(C2)C(C=C)=O)COC